Cl.ClC1=C(C=C(S1)C(=O)N)C1=C(C=NN1C)Cl 5-chloro-4-(4-chloro-1-methyl-1H-pyrazol-5-yl)-2-thiophenecarboxamide hydrochloride